Iron zinc chromium [Cr].[Zn].[Fe]